(S)-4-(cyclopropyl(4-(5,6,7,8-tetrahydro-1,8-naphthyridin-2-yl)butyl)amino)-2-((((3,4-dichlorobenzyl)oxy)carbonyl)amino)butanoic acid C1(CC1)N(CC[C@@H](C(=O)O)NC(=O)OCC1=CC(=C(C=C1)Cl)Cl)CCCCC1=NC=2NCCCC2C=C1